rac-5-{2-[(2R,5S)-5-methyl-2-{4-[(1H-1,2,4-triazol-1-yl)methyl]phenyl}piperidin-1-yl]-2-oxoacetamido}pyridine-3-carboxamide C[C@H]1CC[C@@H](N(C1)C(C(=O)NC=1C=C(C=NC1)C(=O)N)=O)C1=CC=C(C=C1)CN1N=CN=C1 |r|